[Cu].[Al].[Cu] Copper-aluminum-copper